3'-((R)-3-((S)-2-hydroxy-3-(3-(N-methylsulfamoyl)phenoxy)propylamino)-1-oxa-8-azaspiro[4.5]decan-8-ylsulfonyl)biphenyl-4-sulfonamide O[C@@H](CN[C@H]1COC2(C1)CCN(CC2)S(=O)(=O)C=2C=C(C=CC2)C2=CC=C(C=C2)S(=O)(=O)N)COC2=CC(=CC=C2)S(NC)(=O)=O